C1(=CC=CC=C1)[C@@H]1CC[C@H]2OC3(C(N21)=O)CCC(CC3)OC3=NC=CN=C3 (5'S,7a'R)-5'-phenyl-4-[(pyrazin-2-yl)oxy]tetrahydro-3'H-spiro[cyclohexane-1,2'-pyrrolo[2,1-b][1,3]oxazol]-3'-one